N4-benzoyl-deoxycytidine C(C1=CC=CC=C1)(=O)NC1=NC(N([C@H]2C[C@H](O)[C@@H](CO)O2)C=C1)=O